C(CCC)C1=NC=2C(=C(N=NC2N)OC(C)C)N1C 2-butyl-7-isopropoxy-1-methyl-1H-imidazo[4,5-d]pyridazin-4-amine